3-(7-amino-6-(6-methylbenzo[b]thiophen-7-yl)pyrazolo[1,5-a]pyrimidin-3-yl)-1,2,4-oxadiazol-5(4H)-one NC1=C(C=NC=2N1N=CC2C2=NOC(N2)=O)C2=C(C=CC1=C2SC=C1)C